N'-[2-chloro-4-(2-fluorophenoxy)-5-methylphenyl]-N-ethyl-N-methylimido-formamide ClC1=C(C=C(C(=C1)OC1=C(C=CC=C1)F)C)N=CN(C)CC